FC1=CC=2C=3C(C(N(C2C(=C1)NC1=CC(=NC=C1C(CC([2H])([2H])[2H])=O)NC(=O)C1CC1)C)([2H])[2H])=NN(N3)C N-(4-((8-fluoro-2,5-dimethyl-4,5-dihydro-2H-[1,2,3]triazolo[4,5-c]quinolin-6-yl-4,4-d2)amino)-5-(propanoyl-3,3,3-d3)pyridin-2-yl)cyclopropanecarboxamide